4-dimethylamino-6-(3-nitrostyryl)-1,3,5-triazin CN(C1=NC=NC(=N1)C=CC1=CC(=CC=C1)[N+](=O)[O-])C